C(C)(C)(C)OC(=O)N1C(CC(CC1)C(F)(F)F)C(=O)O 1-(tert-butoxycarbonyl)-4-(trifluoromethyl)piperidine-2-carboxylic acid